ClC1CN(CCN1)C1=CC=CC=2OCC(OC21)O 5-(3-chloropiperazin-1-yl)-3-hydroxy-2,3-dihydro-1,4-benzodioxine